Cl.N1CCC2=C(C=CC=C12)N1C(NC(C1)=O)=O 1-(indolin-4-yl)imidazolidine-2,4-dione hydrochloride